3-[3-[[ethyl(methyl)sulfamoyl]amino]-2,6-difluoro-benzoyl]-5-[2-(4-piperidyl)pyrimidin-5-yl]-1H-pyrrolo[2,3-b]pyridine C(C)N(S(=O)(=O)NC=1C(=C(C(=O)C2=CNC3=NC=C(C=C32)C=3C=NC(=NC3)C3CCNCC3)C(=CC1)F)F)C